(S)-1-(8-chlorochroman-4-yl)-3-(2-phenylthiazol-4-yl)urea ClC=1C=CC=C2[C@H](CCOC12)NC(=O)NC=1N=C(SC1)C1=CC=CC=C1